6-Amino-2-(3,5-dimethyl-4-((2'-oxospiro[cyclopentane-1,3'-indolin]-5'-yl)methyl)phenyl)-1,2,4-triazine-3,5(2H,4H)-dione NC=1C(NC(N(N1)C1=CC(=C(C(=C1)C)CC=1C=C2C3(C(NC2=CC1)=O)CCCC3)C)=O)=O